1-methyl-1-(1-(octanoyloxy)propyl)-1,2,3,6-tetrahydropyridin-1-ium acetate C(C)(=O)[O-].C[N+]1(CCC=CC1)C(CC)OC(CCCCCCC)=O